NCC=1C=C(C=CC1)C=1C=C2C(=NN(C2=CC1)C1CC1)COC1=C(C=CC=C1)CC(=O)OCC ethyl 2-(2-((5-(3-(aminomethyl)phenyl)-1-cyclopropyl-1H-indazol-3-yl)methoxy)phenyl)acetate